C12(CC3CC(CC(C1)C3)C2)C=2C=CC(=C(C=NNC3=CC=C(C=C3)F)C2)O 2-(5-(adamantan-1-yl)-2-hydroxybenzylidene)-N-(4-fluorophenyl)hydrazine